S1C=CC=2[C@@H](OCC3(C21)CC3)CNC (R)-1-(4'H,6'H-spiro[cyclopropane-1,7'-thieno[3,2-c]pyran]-4'-yl)-N-methylmethaneamine